2-chloro-4-methoxy-6-(trifluoromethyl)nicotinic acid ethyl ester C(C)OC(C1=C(N=C(C=C1OC)C(F)(F)F)Cl)=O